NC1=NCCC2=C1SC(=C2)CNC(=O)C2N(C1CC1(C2)C)C(CNC(C2=CC=C(C=C2)OC2=CC=CC=C2)=O)=O N-((7-amino-4,5-dihydrothieno[2,3-c]pyridin-2-yl)methyl)-5-methyl-2-((4-phenoxybenzoyl)glycyl)-2-azabicyclo[3.1.0]hexane-3-carboxamide